P(O)(=O)(OP(=O)(O)OP(=O)(O)O)OC[C@@H]1[C@H]([C@H]([C@@H](O1)N1C(=O)N=C(N)C=C1)N)O 2'-amino-2'-deoxycytidine-triphosphate